3-(((benzyloxy) carbonyl) amino)-2-methylpropyl methanesulfonate CS(=O)(=O)OCC(CNC(=O)OCC1=CC=CC=C1)C